5-(2-(2-(dimethylamino)pyridin-4-yl)pyrazolo[5,1-b]thiazole-7-carboxamido)-6-methylnicotinate CN(C1=NC=CC(=C1)C1=CN2C(S1)=C(C=N2)C(=O)NC=2C(=NC=C(C(=O)[O-])C2)C)C